BrC1=C(C=CC(=C1)F)NC1=C(C(=O)NC=2C(=NC(=CC2)OC)Br)C=C(C=C1)C(F)(F)F ((2-bromo-4-fluorophenyl)amino)-N-(2-bromo-6-methoxypyridin-3-yl)-5-(trifluoromethyl)benzamide